ClC=1C=NC=C(C1[C@@H](C)OC=1C=C2C(=NNC2=CC1)C1=NC2=C(N1)CN(C2)C(=O)[O-])Cl (R)-2-(5-(1-(3,5-Dichloropyridin-4-yl)ethoxy)-1H-indazol-3-yl)-4,6-dihydropyrrolo[3,4-d]imidazole-5(1H)-carboxylate